C(C=C)(=O)N1CC2N(CCC2C1)C1=C2C(=C(NC2=C(C=C1F)C(=O)N)C)C 4-(5-acryloylhexahydropyrrolo[3,4-b]pyrrol-1(2H)-yl)-5-fluoro-2,3-dimethyl-1H-indole-7-carboxamide